FC1(CCN(CC1)C[C@@H]1C([C@]2([C@](C3=C(C=NC=C3OC)O2)([C@@H]1O)O)C1=CC=C(C#N)C=C1)C1=CC=CC=C1)F 4-((4bS,5R,6S,7aR)-6-((4,4-difluoropiperidin-1-yl)methyl)-4b,5-dihydroxy-4-methoxy-7-phenyl-4b,5,6,7-tetrahydro-7aH-cyclopenta[4,5]furo[2,3-c]pyridin-7a-yl)benzonitrile